methyl-phenylhydrazine trifluoroacetate FC(C(=O)O)(F)F.CN(N)C1=CC=CC=C1